ClC1=C(C=CC=C1Cl)C1=C(N=CC(=N1)C(=O)NC1COCC1)C 6-(2,3-dichlorophenyl)-5-methyl-N-(tetrahydrofuran-3-yl)pyrazine-2-carboxamide